rac-dimethylsilyl-bis(2-methyl-4-phenyl-1-indenyl)zirconium dichloride [Cl-].[Cl-].C[SiH](C)[Zr+2](C1C(=CC2=C(C=CC=C12)C1=CC=CC=C1)C)C1C(=CC2=C(C=CC=C12)C1=CC=CC=C1)C